ClC1=CC=C(C=C1)C=1N=C2N(C=CC=C2)C1CN1CC2COCC(C1)N2C(=O)C2=C(C=CC=C2)F (7-{[2-(4-chlorophenyl)imidazo[1,2-a]pyridin-3-yl]-methyl}-3-oxa-7,9-diazabicyclo[3.3.1]non-9-yl)(2-fluorophenyl)methanone